2-fluoro-1-(1-phenylvinyl)-1H-imidazole-5-carboxylic acid ethyl ester C(C)OC(=O)C1=CN=C(N1C(=C)C1=CC=CC=C1)F